NC1=CC=C(N=N1)C1CCN(CC1)C(=O)C1=NC=C(C(=C1)OC)C1=CC=C(C=C1)OC1CC1 [4-(6-Aminopyridazin-3-yl)-piperidin-1-yl]-[5-(4-cyclopropoxy-phenyl)-4-methoxy-pyridin-2-yl]-methanon